BrC1=C(C(=CC=2C(COC21)C)N)F 7-bromo-6-fluoro-3-methyl-2,3-dihydrobenzofuran-5-amine